Dimethyl 3-[4-(7-{[2-(trimethylsilyl)ethoxy]methyl}-7H-pyrrolo[2,3-d]pyrimidin-4-yl)-1H-pyrazol-1-yl]pentanedioate C[Si](CCOCN1C=CC2=C1N=CN=C2C=2C=NN(C2)C(CC(=O)OC)CC(=O)OC)(C)C